C(C1=CC=CC=C1)N/C(/SCC(C(C)C)=O)=N/C(OCC)=O (Z)-Ethyl ((benzylamino)((3-methyl-2-oxobutyl)thio)methylene)carbamate